5-bromo-2-chloro-7-(tetrahydro-2H-pyran-4-yl)-7H-pyrrolo[2,3-d]pyrimidine BrC1=CN(C=2N=C(N=CC21)Cl)C2CCOCC2